C1(=CC=CC=C1)C(N1CCN(CC1)C(=O)C=1C=NC=CC1)C1=CSC=C1 1-[phenyl(thiophen-3-yl)methyl]-4-(pyridine-3-carbonyl)piperazine